BrC1=C(N=C(S1)N(C)C(=O)OC(C)(C)C)C(=O)OCC ethyl 5-bromo-2-[(tert-butoxycarbonyl)(methyl)amino]-1,3-thiazole-4-carboxylate